FC1=CC=C(C=C1)NC(CCC1CCNCC1)=O N-(4-fluorophenyl)-3-(piperidin-4-yl)propanamide